CC(C(=O)C1=CC=CC=C1)(C)C 2,2-dimethyl-1-phenylpropan-1-one